2-[3-[[1-(2,6-dibenzyloxy-3-pyridyl)-3-methyl-2-oxo-benzimidazol-5-yl]amino]pyrazol-1-yl]acetic acid C(C1=CC=CC=C1)OC1=NC(=CC=C1N1C(N(C2=C1C=CC(=C2)NC2=NN(C=C2)CC(=O)O)C)=O)OCC2=CC=CC=C2